FCC(C)(C)NC(=O)[C@@H]1CN(CC[C@H]1NC(=O)C1=NOC(=C1)C1=C(C=C(C=C1)F)F)C1CCCCC1 |o1:8,13| (3R*,4R*)-1-Cyclohexyl-4-{[5-(2,4-difluoro-phenyl)-isoxazole-3-carbonyl]-amino}-piperidine-3-carboxylic acid (2-fluoro-1,1-dimethyl-ethyl)-amide